O[C@H](C)C1=C(C=C(C=N1)OCCN1CCC2(CC1)C(NC1=CC=C(C=C12)C#N)=O)C(F)(F)F 1'-[2-({6-[(1R)-1-hydroxyethyl]-5-(trifluoromethyl)pyridin-3-yl}oxy)ethyl]-2-oxo-1,2-dihydrospiro[indole-3,4'-piperidine]-5-carbonitrile